(R)-N-(2-Fluoro-4-methyl-5-(8-morpholinoimidazo[1,2-a]pyridin-6-yl)phenyl)-1-(2,2,2-trifluoroethyl)pyrrolidine-3-carboxamide FC1=C(C=C(C(=C1)C)C=1C=C(C=2N(C1)C=CN2)N2CCOCC2)NC(=O)[C@H]2CN(CC2)CC(F)(F)F